BrC(C(=O)OCC#CC1=CC=C(C=C1)NC(=O)OC(C)(C)C)(F)F 3-(4-((tert-Butoxycarbonyl)amino)phenyl)prop-2-yn-1-yl 2-bromo-2,2-difluoroacetate